BrC=1C=C2C(=CNC2=CC1)C1(NC2=CC=CC=C2C1=O)C1=CC=CC=C1 2-(5-bromo-1H-indol-3-yl)-2-phenylindol-3-one